ClC=1C=CC(=NC1)[C@@H]1[C@H](C1)C=1C=2N(N=C(C1)C=1C(NC(NC1)=O)=O)C=CN2 5-(8-((1S,2S)-2-(5-chloropyridin-2-yl)cyclopropyl)imidazo[1,2-b]pyridazin-6-yl)pyrimidine-2,4(1H,3H)-dione